C12CN(CC2C1)S(=O)(=O)NC(=O)C1=C(C(=C(C(=O)O)C=C1)F)OC 4-(((3-azabicyclo[3.1.0]hexan-3-yl)sulfonyl)carbamoyl)-2-fluoro-3-methoxybenzoic acid